C(#N)C1=CC2=C(N=C(S2)NC=2C=C(C(=O)N[C@H]3CNCC3)C=CN2)C=C1 (R)-2-((6-cyanobenzo[d]thiazol-2-yl)amino)-N-(pyrrolidin-3-yl)isonicotinamide